3-(4-(benzofuran-5-yl)phenyl)hex-4-ynoic acid O1C=CC2=C1C=CC(=C2)C2=CC=C(C=C2)C(CC(=O)O)C#CC